6-bromo-N-(2-fluorophenyl)-8,9-dihydroimidazo[1',2':1,6]pyrido[2,3-d]pyrimidin-2-amine BrC1=CC2=C(N=C(N=C2)NC2=C(C=CC=C2)F)N2C1=NCC2